tert-butyl 2-(4-(methoxycarbonyl) phenyl)-3-oxo-2,9-diazaspiro[5.5]undecane-9-carboxylate COC(=O)C1=CC=C(C=C1)N1CC2(CCC1=O)CCN(CC2)C(=O)OC(C)(C)C